C(C)(=O)N1C(SC[C@H]1C(=O)OC1CCC2C3CCC4=CC(C=CC4C3CCC12)=O)(C)C 3-oxo-6,7,8,9,10,11,12,13,14,15,16,17-dodecahydro-3H-cyclopenta[a]phenanthren-17-yl (R)-3-acetyl-2,2-dimethylthiazolidine-4-carboxylate